CC=1C(NC(NC1)=[Se])=O 5-methyl-2-seleno-uracil